methylaminotri-n-butylsilane CN[Si](CCCC)(CCCC)CCCC